N1C=CC2=CC(=CC=C12)C1=NC(=CC(=N1)C(=O)N)N[C@@H]1C(NCC1)=O (S)-2-(1H-indol-5-yl)-6-((2-oxopyrrolidin-3-yl)amino)pyrimidine-4-carboxamide